1-fluoropyridinium chloride [Cl-].F[N+]1=CC=CC=C1